7-Chloro-4-methoxy-1,2-diphenyl-1H-benzimidazole ClC1=CC=C(C2=C1N(C(=N2)C2=CC=CC=C2)C2=CC=CC=C2)OC